O'-p-toluoyltartaric acid C1(=CC=C(C=C1)C(=O)OC(C(C(C(=O)O)O)O)=O)C